Ethyl-2-(7-(cyclopropylmethyl)-9-methoxy-2-methyl-3-oxo-2,3,5,7-tetrahydrobenzo[5,6]oxepino[4,3-c]pyridin-5-yl)acetate C(C)OC(CC1OC(C2=C(C3=CN(C(C=C31)=O)C)C=CC(=C2)OC)CC2CC2)=O